{2R,3R,4R,5S,6R}-5-amino-2-(hydroxymethyl)-6-methoxytetrahydro-2H-pyran-3,4-diol N[C@H]1[C@H]([C@H]([C@H](O[C@H]1OC)CO)O)O